CC(=CCC1=C(C=C(C(=C1O)S(=O)(=O)C=1C=NC=CC1)CCCCC)O)CCC=C(C)C 2-(3,7-dimethylocta-2,6-dien-1-yl)-5-pentyl-4-(pyridin-3-ylsulfonyl)benzene-1,3-diol